S(N)(OCCN)(=O)=O.[Na] sodium 2-aminoethyl sulfamate